[In].FC(C1COC2=CC=CC=C2C1=O)(F)F 3-trifluoromethyl-chroman-4-one indium